C(#N)C=1C=C2C=CC(=CC2=CC1)O 6-cyano-2-naphthol